ClC1=CC=2C(C(=N1)NCC1=C(C=C(C=C1)OC)OC)=CN(N2)CC2=NC=CC=C2 6-chloro-N-(2,4-dimethoxybenzyl)-2-(pyridin-2-ylmethyl)-2H-pyrazolo[4,3-c]pyridin-4-amine